lead oxide, potassium salt [K].[Pb]=O